ethyl 2-(6'-chloro-4'-oxo-3',4'-dihydro-2'H-spiro[cyclopropane-1,1'-naphthalen]-3'-yl)-2-oxoacetate ClC=1C=C2C(C(CC3(C2=CC1)CC3)C(C(=O)OCC)=O)=O